octadecyl-4-(octadecyloxy)anilinium [tetrakis(heptafluoronaphthalenyl) borate] FC=1C(=C(C(=C2C(=C(C(=C(C12)[B-](C1=C(C(=C(C2=C(C(=C(C(=C12)F)F)F)F)F)F)F)(C1=C(C(=C(C2=C(C(=C(C(=C12)F)F)F)F)F)F)F)C1=C(C(=C(C2=C(C(=C(C(=C12)F)F)F)F)F)F)F)F)F)F)F)F)F.C(CCCCCCCCCCCCCCCCC)[NH2+]C1=CC=C(C=C1)OCCCCCCCCCCCCCCCCCC